N-(N,N-dimethylaminomethyl)methacrylamide CN(C)CNC(C(=C)C)=O